CN(CCOC1=CC=C(N=N1)N)C 6-(2-(dimethylamino)ethoxy)pyridazin-3-amine